Cl.ClCC(C[C@@]1(NC[C@@H](C1)F)C(=O)OC)=C methyl (2S,4R)-2-(2-(chloromethyl)allyl)-4-fluoropyrrolidine-2-carboxylate hydrochloride